2-Methylpropan-2-yl {[4-(6-bromo-2-chloro-8-fluoro-4-hydroxyquinazolin-7-yl)-3-cyanobenzo[b]thiophen-2-yl]amino}methanoate BrC=1C=C2C(=NC(=NC2=C(C1C1=CC=CC=2SC(=C(C21)C#N)NC(=O)OC(C)(C)C)F)Cl)O